FC1=C(C=CC(=C1)OCC(F)(F)F)B1OC(C(O1)(C)C)(C)C 2-(2-fluoro-4-(2,2,2-trifluoroethoxy)phenyl)-4,4,5,5-tetramethyl-1,3,2-dioxaborolane